1-phenylquinoline C1(=CC=CC=C1)N1CC=CC2=CC=CC=C12